FC=1C=C(C=C(C1)F)C=1C=NC2=CC=C(C=C2C1N1CCC(CC1)=O)C1=CC=CC(=N1)C(=O)OC methyl 6-[3-(3,5-difluorophenyl)-4-(4-oxopiperidin-1-yl)quinolin-6-yl]pyridine-2-carboxylate